(R)-6-cyclopropyl-4-((1-(3-(difluoromethyl)-2-fluorophenyl)ethyl)amino)-1-(dimethylamino)pyrido[3,4-d]pyridazin-7(6H)-one C1(CC1)N1C=C2C(=NN=C(C2=CC1=O)N(C)C)N[C@H](C)C1=C(C(=CC=C1)C(F)F)F